ClC1=C(C=C2C(=NC=NC2=C1)N1CCN(CC1)C(C=C)=O)C=1SC(=CC1)C 1-(4-(7-chloro-6-(5-methylthiophen-2-yl)quinazolin-4-yl)piperazin-1-yl)prop-2-en-1-one